2-(6-fluoro-4-methoxy-1H-indol-3-yl)-N-isopropyl-N-methyl-2-oxoacetamide FC1=CC(=C2C(=CNC2=C1)C(C(=O)N(C)C(C)C)=O)OC